FC1=C2C=NN(C2=CC(=C1F)O)C1=CC=C(C=C1)C1=CC(=CC=C1)O 4,5-difluoro-1-(3'-hydroxy-[1,1'-biphenyl]-4-yl)-1H-indazol-6-ol